1-[1-[4-[(5-Cyclopropyl-1H-pyrazol-3-yl)amino]pyrimidin-2-yl]-3-piperidyl]cyclopropanol C1(CC1)C1=CC(=NN1)NC1=NC(=NC=C1)N1CC(CCC1)C1(CC1)O